C(#C)C1=CC=C(C=C1)NC(CC1=CC=C(OC(C(=O)O)(C)C)C=C1)=O (4-(2-((4-ethynylphenyl)amino)-2-oxoethyl)phenoxy)-2-methylpropanoic acid